7-((2R,3R,4S,5R)-5-((R)-(4-chlorophenyl)(hydroxy)methyl)-3,4-dihydroxy-4-methyltetrahydrofuran-2-yl)-1H-pyrrolo[2,3-d]pyrimidin-4(7H)-one oxime hydrochloride Cl.ClC1=CC=C(C=C1)[C@H]([C@@H]1[C@@]([C@H]([C@@H](O1)N1C=CC2=C1NC=NC2=NO)O)(C)O)O